FC(C(=O)O)(F)F.ClC=1C=C(OC=2N=NNC2C(=O)OC)C=CC1Cl methyl 4-(3,4-dichlorophenoxy)-1H-1,2,3-triazole-5-carboxylate 2,2,2-trifluoroacetate